IC1=C2C=CC=NC2=C(C=C1)NC(CCCCC=C)=O N-(5-iodoquinolin-8-yl)hept-6-enamide